C1(=CC=CC=C1)C(C(F)(F)F)O 1-phenyl-2,2,2-trifluoroethanol